CN(C(=O)[C@H]1NC(OC1)=O)C1=CC=C2C=CN(C2=C1)S(=O)(=O)C1=CC=C(C)C=C1 (S)-N-methyl-2-oxo-N-(1-tosyl-1H-indol-6-yl)oxazolidine-4-carboxamide